2,3,5,6-tetrafluoro-p-phenylenedimethanol FC1=C(C(=C(C(=C1F)CO)F)F)CO